ammonium 1,10-phenanthroline-2-carboxylate N1=C(C=CC2=CC=C3C=CC=NC3=C12)C(=O)[O-].[NH4+]